C(CCCCCCCCCCCCCCCCC)[N+](=CCCCCCCCCCCCCCCCCC)[O-] N-octadecyl-alpha-heptadecylnitrone